(S)-5-(1-(tert-butoxycarbonyl)pyrrolidin-2-yl)-7-chloro-3,4-Dihydroisoquinoline-2(1H)-carboxylic acid benzyl ester C(C1=CC=CC=C1)OC(=O)N1CC2=CC(=CC(=C2CC1)[C@H]1N(CCC1)C(=O)OC(C)(C)C)Cl